1-Benzyl-4-nitro-1H-indazole C(C1=CC=CC=C1)N1N=CC2=C(C=CC=C12)[N+](=O)[O-]